CC1=CC=C(C=C1)S(=O)(=O)O.N1=CC=C(C2=CC=CC=C12)C(=O)N quinoline-4-carboxamide p-toluenesulfonate